FC1=NC=CC(=C1)C(C)C1=CC=CC=C1 2-fluoro-4-(1-phenylethyl)pyridine